CN1N=C(C(=C1C)C1=NC=CC(=C1)C1=C2C(=NC=C1)N=CN2)C 7-(2-(1,3,5-trimethyl-1H-pyrazol-4-yl)pyridin-4-yl)-1H-imidazo[4,5-b]pyridine